1-Undecyl-3-butylpyrrolium triflat [O-]S(=O)(=O)C(F)(F)F.C(CCCCCCCCCC)[NH+]1C=C(C=C1)CCCC